hexahydro-1H-thieno[3,4-c]pyrrole C1SCC2C1CNC2